BrC1=C(C=C2C(=CN(C2=C1)C1CC(C1)C#N)C(C(F)F)=O)F 3-(6-bromo-3-(2,2-difluoroacetyl)-5-fluoro-1H-indol-1-yl)cyclobutane-1-carbonitrile